ClC1=NC(=CC(=N1)N1CCN(CC1)C(=O)OC(C)(C)C)C(N(C1=CC=CC2=CC=CC=C12)C)=O tert-butyl 4-[2-chloro-6-[methyl(1-naphthyl)carbamoyl]pyrimidin-4-yl]piperazine-1-carboxylate